CN1C(=C2OCC3C(NS(C2=C1)(=O)=O)CN(C3)S(=O)(=O)C)C(=O)NC3=CC(=C(C(=C3)F)F)F 7-Methyl-2-(methylsulfonyl)-N-(3,4,5-trifluorophenyl)-2,3,3a,4,10,10a-hexahydro-1H,7H-dipyrrolo[3,4-b:3',4'-f][1,4,5]oxathiazocin-8-carboxamid-5,5-dioxid